(S)-N'-((1,2,3,5,6,7-hexahydro-s-indacen-4-yl)carbamoyl)-4-(2-hydroxy-propan-2-yl)thiazole-2-sulfonimidamide C1CCC2=C(C=3CCCC3C=C12)NC(=O)N=[S@@](=O)(N)C=1SC=C(N1)C(C)(C)O